5-methyl-2(1H)-pyridinethione CC=1C=CC(NC1)=S